C(C)(C)(C)NC1=NC(=NN1C1=CC=C(C=C1)OC)C(F)F N-(tert-butyl)-1-(4-methoxyphenyl)3-(difluoromethyl)-1H-1,2,4-triazole-5-amine